(2-benzyl)-proline C(C1=CC=CC=C1)[C@@]1(NCCC1)C(=O)O